5-(4-chlorophenyl)-3-[2-(3,3-difluoroazetidin-1-yl)-2-oxoethyl]-2-(trifluoromethyl)-3H,4H-thieno[2,3-d]pyrimidin-4-one ClC1=CC=C(C=C1)C1=CSC=2N=C(N(C(C21)=O)CC(=O)N2CC(C2)(F)F)C(F)(F)F